(N-nitroso-N-phenylhydroxylamine) aluminum salt [Al].N(=O)N(O)C1=CC=CC=C1